5,5'-oxybis(N-hexadecyl-2-formyl-pyridin-4-one) O(C=1C(C=C(N(C1)CCCCCCCCCCCCCCCC)C=O)=O)C=1C(C=C(N(C1)CCCCCCCCCCCCCCCC)C=O)=O